(5S,7S)-2-(tert-butylsulfinyl)-7-fluoro-5-phenyl-6,7-dihydro-5H-pyrrolo[1,2-b][1,2,4]triazole C(C)(C)(C)S(=O)C=1N=C2N(N1)[C@@H](C[C@@H]2F)C2=CC=CC=C2